tert-butyl 3-(8-fluoro-7-(3-(methoxymethoxy)-8-((triisopropylsilyl)ethynyl)naphthalen-1-yl)-2-(methylsulfonyl)pyrido[4,3-d]pyrimidin-4-yl)-3,8-diazabicyclo[3.2.1]octane-8-carboxylate FC1=C(N=CC2=C1N=C(N=C2N2CC1CCC(C2)N1C(=O)OC(C)(C)C)S(=O)(=O)C)C1=CC(=CC2=CC=CC(=C12)C#C[Si](C(C)C)(C(C)C)C(C)C)OCOC